BrCC=C(F)F 3-bromo-1,1-difluoro-1-propene